FC=1C(=CC(=NC1)OC)C1=CC(=NN1COCC[Si](C)(C)C)C(=O)N1C2(CC2)CC(CC1)C1(CCC(CC1)(C(F)(F)F)O)C(=O)N [4-[5-(5-fluoro-2-methoxypyridin-4-yl)-1-[[2-(trimethylsilyl)ethoxy]methyl]pyrazole-3-carbonyl]-4-azaspiro[2.5]oct-7-yl]-4-hydroxy-4-(trifluoromethyl)cyclohexane-1-carboxamide